C(C)(C)(C)OC(=O)N1CC(CC1)NC.ONC(CCCCCCCNC1=C(C=C(C=C1)S(=O)(=O)NC(C1=CC=C(C=C1)NC(C=CC1=C(C=CC=C1)C)=O)=O)[N+](=O)[O-])=O N-(4-(8-(hydroxyamino)-8-oxooctylamino)-3-nitrobenzenesulfonyl)-4-(3-(2-methylphenyl)acryloylamino)benzamide tert-butyl-3-(methylamino)pyrrolidine-1-carboxylate